[No]1[No][No]1 TRINOBELACYCLOPROPANE